FCC1(CC1)C=1N=NNC1 4-(1-(fluoromethyl)cyclopropyl)-1H-1,2,3-triazol